(racemic)-6-(1-([1,1'-biphenyl]-4-ylmethyl)-4-fluoro-1H-indazole-7-carboxamido)spiro[3.3]heptane-2-carboxylic acid C1(=CC=C(C=C1)CN1N=CC2=C(C=CC(=C12)C(=O)NC1CC2(CC(C2)C(=O)O)C1)F)C1=CC=CC=C1